Cl.FC1(CCNCC1)CN1CCC(CC1)N1N=CC=2C1=CN=CC2N2C(NC(CC2)=O)=O 1-(1-(1-((4-fluoropiperidin-4-yl)methyl)piperidin-4-yl)-1H-pyrazolo[3,4-c]pyridin-4-yl)dihydropyrimidine-2,4(1H,3H)-dione hydrochloride